8-((triisopropylsilyl)ethynyl)-naphthalene-1,3-diol C(C)(C)[Si](C(C)C)(C(C)C)C#CC=1C=CC=C2C=C(C=C(C12)O)O